2,2'-((ethane-1,2-diylbis(oxy))bis(ethane-2,1-diyl))bis(6-((2-(2-(2-aminoethoxy)ethoxy)ethyl)amino)-1H-benzo[cfe]isoquinoline-1,3(2H)-dione) C(COCCN1C(C=2C(=CC=C3C2C(C1C=C3)=O)NCCOCCOCCN)=O)OCCN3C(C=1C(=CC=C2C1C(C3C=C2)=O)NCCOCCOCCN)=O